Cl.Cl.C1(=CC=CC=C1)[C@H]1[C@@H](CNC1)C(=O)NC1=C(C=CC=C1)OC=1C=NC=CC1 |r| (±)-trans-4-phenyl-N-[2-(pyrid-3-yloxy)phenyl]pyrrolidine-3-carboxamide dihydrochloride